(2R)-2-(6-{5-chloro-2-[(2-methylpyrimidin-4-yl)amino]pyrimidin-4-yl}-1-oxo-2,3-dihydro-1H-isoindol-2-yl)-N-[(1R)-1-[3-fluoro-5-(4-methylpiperazin-1-yl)phenyl]ethyl]propanamide ClC=1C(=NC(=NC1)NC1=NC(=NC=C1)C)C1=CC=C2CN(C(C2=C1)=O)[C@@H](C(=O)N[C@H](C)C1=CC(=CC(=C1)N1CCN(CC1)C)F)C